1-(6-(4,4-Difluorocyclohexyl)-4-((2R,3S)-2-methyl-3-((methylsulfonyl)methyl)azetidin-1-yl)pyridin-2-yl)-6-(4-methoxypyridin-3-yl)-4-methyl-1H-pyrazolo[4,3-c]pyridine FC1(CCC(CC1)C1=CC(=CC(=N1)N1N=CC=2C(=NC(=CC21)C=2C=NC=CC2OC)C)N2[C@@H]([C@H](C2)CS(=O)(=O)C)C)F